OCC1=CN(C2=CC=CC=C12)C(C(=O)OC)CCCCCC methyl (3-(hydroxymethyl)-1H-indol-1-yl)octanoate